N-(1-Cyanocyclopropyl)-9-(5-(difluoromethyl)-1,3,4-thiadiazol-2-yl)-4-(1-(methylsulfonyl)piperidin-4-yl)-9H-pyrimido[4,5-b]indole-7-sulfonamide C(#N)C1(CC1)NS(=O)(=O)C1=CC=C2C3=C(N(C2=C1)C=1SC(=NN1)C(F)F)N=CN=C3C3CCN(CC3)S(=O)(=O)C